(R)-N-((S)-1'-(7-cyclopropyl-6-methylpyrazolo[1,5-a]pyrazin-4-yl)-5,7-dihydrospiro[cyclopenta[b]pyridine-6,4'-piperidin]-5-yl)-2-methylpropane-2-sulfinamide C1(CC1)C1=C(N=C(C=2N1N=CC2)N2CCC1(CC2)[C@@H](C=2C(=NC=CC2)C1)N[S@](=O)C(C)(C)C)C